Cl.C(C)N(S(=O)=O)CC1=CC(=C(C=C1)C1=CC=NC=2NC(C=CC12)=O)F N-ethyl-N-(3-fluoro-4-(7-oxo-7,8-dihydro-1,8-naphthyridin-4-yl)benzyl)sulfonamide hydrochloride